C1C(CC12CC(C2)CO)CO Spiro[3.3]heptane-2,6-dimethanol